N-[3-[7-chloro-3-(trifluoromethylsulfanyl)pyrazolo[1,5-a]pyridin-2-yl]prop-2-ynyl]-2-methoxy-4-methylsulfonyl-aniline ClC1=CC=CC=2N1N=C(C2SC(F)(F)F)C#CCNC2=C(C=C(C=C2)S(=O)(=O)C)OC